4-[(tert-butyl)bis(phenyl)siloxy]-2-hydroxy-3,6-xylenecarboxylic acid C(C)(C)(C)[Si](OC1=C(C(=C(C(=C1)C)C(=O)O)O)C)(C1=CC=CC=C1)C1=CC=CC=C1